N1(N=CC=C1)CC=O 2-[1H-pyrazol-1-yl]ethanone